N[C@@H]([C@@H]1C(NC2=C(O1)N=CC=C2)=O)C2=CC=CC=C2 (3R)-3-[(R)-amino(phenyl)methyl]-1H-pyrido[2,3-b][1,4]oxazin-2-one